ClC=1C=C(C=C(C1)Cl)NC(=O)N 1-(3,5-dichlorophenyl)urea